isopropoxylzirconium O(C(C)C)[Zr]